1-(4-(3-isopropyl-2-(8-methyltetrazolo[1,5-a]pyridin-6-yl)-1H-indol-5-yl)piperidin-1-yl)-2-(piperidin-1-yl)ethan-1-one C(C)(C)C1=C(NC2=CC=C(C=C12)C1CCN(CC1)C(CN1CCCCC1)=O)C=1C=C(C=2N(C1)N=NN2)C